OC=1C(=NC=C(C1)C1=CC(=NO1)C1=CC(=CC=C1)C(C)(C)C)C(=O)NCC(=O)O 3-Hydroxy-5-(3-m-tert-butylphenylisoxazol-5-yl)picolinoyl-glycine